gamma-nonanelactone C1(CC(CCCCCC)O1)=O